C(CCCCCC(C)C)OC(CCCCCC(C)C)=O Isononyl-isononanoat